N=1C=NN2C1C=C(C=C2)OC2=C(C=C(C=C2)NC=2C1=C(N=CN2)C=CC(=N1)OC1CC2CCC(C1)N2C(=O)OC(C)(C)C)C tert-Butyl endo-3-((4-((4-([1,2,4]triazolo[1,5-a]pyridin-7-yloxy)-3-methylphenyl)amino)pyrido[3,2-d]pyrimidin-6-yl)oxy)-8-azabicyclo[3.2.1]octane-8-carboxylate